5-(2-((4-((S)-2-(4-chloro-2-fluorophenyl)-2-methylbenzo[d][1,3]dioxol-4-yl)piperidin-1-yl)methyl)-5-methyl-1-(((S)-oxetan-2-yl)methyl)-1H-imidazol-4-yl)nicotinic acid ClC1=CC(=C(C=C1)[C@@]1(OC2=C(O1)C=CC=C2C2CCN(CC2)CC=2N(C(=C(N2)C=2C=NC=C(C(=O)O)C2)C)C[C@H]2OCC2)C)F